(2S)-6-allylpiperidine-1,2-dicarboxylic acid 1-(tert-butyl) 2-methyl ester COC(=O)[C@H]1N(C(CCC1)CC=C)C(=O)OC(C)(C)C